Bromo-3-vinylbenzene BrC1=CC(=CC=C1)C=C